(R)-2-(pyridin-4-ylmethoxy)propionic acid N1=CC=C(C=C1)CO[C@@H](C(=O)O)C